Cl.BrC1=CC=C(C=C1)N1C[C@@H]2C([C@@H]2C1)N (1R,5S,6r)-3-(4-bromophenyl)-3-azabicyclo[3.1.0]hexan-6-amine hydrochloride